OC(=O)C(F)(F)F.ClC1=C(C=CC=C1)C=1N(C2=NC(=NC=C2N1)N)C1CNCC1 8-(2-chlorophenyl)-9-(pyrrolidin-3-yl)-9H-purin-2-amine TFA salt